2-(1-(azetidin-3-yl)-1H-pyrazol-4-yl)-6-(3,5-dimethylisoxazol-4-yl)quinazolin N1CC(C1)N1N=CC(=C1)C1=NC2=CC=C(C=C2C=N1)C=1C(=NOC1C)C